(2-(trifluoromethyl)quinoxalin-6-yl)ethan-1-ol FC(C1=NC2=CC=C(C=C2N=C1)C(C)O)(F)F